C(=C)CCC[Si](OCCCC)(OCCCC)OCCCC vinylpropyltributoxysilane